N1=C(C=CC=C1)C1=NN=C(O1)C12CC3(CC(CC(C1)C3)C2)NC(=O)C2=NC=CC=C2 Pyridine-2-carboxylic acid [3-(5-pyridin-2-yl-[1,3,4]oxadiazol-2-yl)-adamantan-1-yl]-amide